Tert-Butyl 4-(2-acetoxyethylidene)piperidine-1-carboxylate C(C)(=O)OCC=C1CCN(CC1)C(=O)OC(C)(C)C